Tert-butyl (6-(4,4,5,5-tetramethyl-1,3,2-dioxaborolan-2-yl)benzo[d]thiazol-2-yl)carbamate CC1(OB(OC1(C)C)C1=CC2=C(N=C(S2)NC(OC(C)(C)C)=O)C=C1)C